C(C)(C)OC(=O)N1CCC(CC1)N(C=1SC2=NC(=CC=C2N1)C1=CC=C(C=C1)S(=O)(=O)C)C isopropyl-4-(methyl(5-(4-(methylsulfonyl)phenyl)thiazolo[5,4-b]pyridin-2-yl)amino)piperidine-1-carboxylate